1-(7-((2-chloropyrimidin-4-yl)amino)indolin-1-yl)ethan-1-on ClC1=NC=CC(=N1)NC=1C=CC=C2CCN(C12)C(C)=O